C(C)(C)(C)C1=CC=2C(=NC(=CN2)C(CCO[C@@H](CC(C)C)[C@H]2N(C(OC2)(C)C)C(=O)OC(C)(C)C)O)N1C tert-butyl (4S)-4-[(1S)-1-[3-(6-tert-butyl-5-methyl-pyrrolo[2,3-b]pyrazin-3-yl)-3-hydroxy-propoxy]-3-methyl-butyl]-2,2-dimethyl-oxazolidine-3-carboxylate